N-[4-benzyloxy-2-[2-(1,1-dioxothian-4-yl)ethynyl]phenyl]-4-fluoro-3-methyl-aniline C(C1=CC=CC=C1)OC1=CC(=C(C=C1)NC1=CC(=C(C=C1)F)C)C#CC1CCS(CC1)(=O)=O